tert-Butyl 4-(6-(4-aminothiophen-2-yl)pyrazin-2-yl)piperazine-1-carboxylate NC=1C=C(SC1)C1=CN=CC(=N1)N1CCN(CC1)C(=O)OC(C)(C)C